3-[4-[4-(4-chlorophenyl)-1-piperidyl]-3-fluoro-phenyl]-3-methyl-1-(2-trimethylsilylethoxymethyl)piperidine-2,6-dione ClC1=CC=C(C=C1)C1CCN(CC1)C1=C(C=C(C=C1)C1(C(N(C(CC1)=O)COCC[Si](C)(C)C)=O)C)F